NCC1CCC(CC1)NC1=C(C=C(C=C1C)C)C N-[4-(aminomethyl)cyclohexyl]-2,4,6-trimethylaniline